BrC1=CC(=C(S1)CN1C=NNC1=O)C 4-[(5-bromo-3-methyl-2-thienyl)methyl]-1H-1,2,4-triazol-5-one